4-(6-methoxy-4-(methyl(5-methyl-1H-pyrazol-3-yl)amino)-7-(3-(pyrrolidin-1-yl)propoxy)quinazolin-2-yl)thiomorpholine 1,1-dioxide COC=1C=C2C(=NC(=NC2=CC1OCCCN1CCCC1)N1CCS(CC1)(=O)=O)N(C1=NNC(=C1)C)C